NC=1N(N=C2CNCCC21)C(=O)[C@H]2CCNC1=CC=C(C=C21)F |o1:12| (S*)-(3-amino-4,5,6,7-tetrahydro-pyrazolo[3,4-c]pyridin-2-yl)(6-fluoro-1,2,3,4-tetrahydro-quinolin-4-yl)methanone